BrC1=CC=C(C=C1)NS(=O)(=O)C=1C=C(C(=O)NCCNC(O)=O)C=CC1.BrC1=CC=C(C=C1)NS(=O)(=O)C=1C=C(C(=O)NC2=CC(=CC=C2)C#N)C=CC1 3-(N-(4-bromophenyl)sulfamoyl)-N-(3-cyanophenyl)benzamide 2-(3-(N-(4-bromophenyl)sulfamoyl)benzamido)ethyl-carbamate